(5-(1-((4-methoxyphenyl)sulfonyl)-1,2,5,6-tetrahydropyridin-4-yl)-3-hydroxy-pyridine-2-carbonyl)glycine methyl ester COC(CNC(=O)C1=NC=C(C=C1O)C1=CCN(CC1)S(=O)(=O)C1=CC=C(C=C1)OC)=O